dimethyl-para-phenylenediamine CN(C)C1=CC=C(C=C1)N